5-amino-1,3,4-thiadiazole-2-carboxylic acid ethyl ester C(C)OC(=O)C=1SC(=NN1)N